tert-butyl 4-[8-([8-chloro-2-methylimidazo[1,2-a]pyridin-6-yl]carbamoyl)cinnolin-5-yl]piperazine-1-carboxylate ClC=1C=2N(C=C(C1)NC(=O)C=1C=CC(=C3C=CN=NC13)N1CCN(CC1)C(=O)OC(C)(C)C)C=C(N2)C